O=C1NC(CCC1N1C(C2=CC=CC(=C2C1)C#CCOCCCCCCNC(OC(C)(C)C)=O)=O)=O tert-butyl (6-((3-(2-(2,6-dioxopiperidin-3-yl)-1-oxoisoindolin-4-yl)prop-2-yn-1-yl)oxy)hexyl)carbamate